(S)-2-(2,4-dibromophenoxy)valeric acid BrC1=C(O[C@H](C(=O)O)CCC)C=CC(=C1)Br